(R)-2-(3-methoxy-propylamino)-propionic acid methyl ester COC([C@@H](C)NCCCOC)=O